O=CCCCCCCNC(OC(C)(C)C)=O tert-butyl 7-oxoheptylcarbamate